ClC=1C=C(SC1)C1=C(C=C2C(=NC(N3C2=C1SC[C@H](C3)N3C(C1=CC=CC=C1C3)=O)=O)N3C[C@@H](N[C@@H](C3)C)C)C(F)(F)F (S)-11-(4-Chlorothien-2-yl)-8-((3S,5R)-3,5-dimethylpiperazin-1-yl)-3-(1-oxoisoindolin-2-yl)-10-(trifluoromethyl)-3,4-dihydro-2H,6H-[1,4]thiazepino[2,3,4-ij]quinazolin-6-one